2-((4-(N-(3-bromo-4-fluorophenyl)-N'-hydroxycarbamimidoyl)-1,2,5-oxadiazol-3-yl)thio)-N-(1-(hydroxymethyl)cyclopropyl)acetamide BrC=1C=C(C=CC1F)NC(=NO)C=1C(=NON1)SCC(=O)NC1(CC1)CO